1-{1-[2-fluoro-5-(2,2,2-trifluoro-ethoxy)-phenyl]-ethyl}-3-spiro[2.3]hex-5-yl-urea FC1=C(C=C(C=C1)OCC(F)(F)F)C(C)NC(=O)NC1CC2(CC2)C1